COC(=O)C=1SC=CC1S(N(CC1=CC(=CC=C1)OC)CC1=CC(=CC=C1)OC)(=O)=O 3-[bis(3-methoxybenzyl)sulfamoyl]thiophene-2-carboxylic acid methyl ester